4-(difluoromethyl)-N-[4-fluoro-5-(2-morpholin-4-ylpyrimidin-4-yl)-2-[rac-(3R,5S)-3,4,5-trimethylpiperazin-1-yl]phenyl]-1-methyl-6-oxopyridine-3-carboxamide FC(C=1C(=CN(C(C1)=O)C)C(=O)NC1=C(C=C(C(=C1)C1=NC(=NC=C1)N1CCOCC1)F)N1C[C@H](N([C@H](C1)C)C)C)F |r|